tert-butyl 3-[(4-nitrophenyl)methylene]azetidine-1-carboxylate [N+](=O)([O-])C1=CC=C(C=C1)C=C1CN(C1)C(=O)OC(C)(C)C